[N+](=O)([O-])/C=C/C=1C=C(C(=CC1)O)O 4-[(E)-2-nitroethenyl]benzene-1,2-diol